(1R,3S)-3-[5-({1-[(4-methoxyphenyl) methyl]-2-oxo-1,2,3,4-tetrahydroquinolin-6-yl} amino)-1-(2-methylprop-2-yl)pyrazol-3-yl]cyclopentyl [(4-nitrophenyl)oxy]methanoate [N+](=O)([O-])C1=CC=C(C=C1)OC(=O)O[C@H]1C[C@H](CC1)C1=NN(C(=C1)NC=1C=C2CCC(N(C2=CC1)CC1=CC=C(C=C1)OC)=O)C(C)(C)C